ethyl 5-(4'-(1H-1,2,4-triazol-5-yl)-[1,1'-biphenyl]-4-yl)-2-((2-(trimethylsilyl) ethoxy) methyl)-2H-1,2,3-triazole-4-carboxylate N1N=CN=C1C1=CC=C(C=C1)C1=CC=C(C=C1)C=1C(=NN(N1)COCC[Si](C)(C)C)C(=O)OCC